(R)-(2-(7-(2-(1H-imidazol-1-yl)ethoxy)-1-(cyclopropylmethyl)-1H-pyrrolo[2,3-c]pyridin-2-yl)-4-methoxy-3-methylpyrazolo[1,5-a]pyridin-6-yl)(3-aminopiperidin-1-yl)methanone N1(C=NC=C1)CCOC=1N=CC=C2C1N(C(=C2)C2=NN1C(C(=CC(=C1)C(=O)N1C[C@@H](CCC1)N)OC)=C2C)CC2CC2